tert-butyl 2-(2-chloro-6-(4-fluorophenyl)pyridin-4-yl)-2-methylazetidine-1-carboxylate ClC1=NC(=CC(=C1)C1(N(CC1)C(=O)OC(C)(C)C)C)C1=CC=C(C=C1)F